C(C)N1C(C2(OC3=C(C=CC=C3)C23C(N(C2=CC=CC=C32)CC)=O)C3=CC=CC=C13)=O 1,1''-Diethyldispiro[indoline-3,2'-benzofuran-3',3''-indoline]-2,2''-dione